C(C1=CC=CC=C1)OC1=NN2C(C=CC(=C2)NS(=O)(=O)C2=CC=C(C=C2)C)=C1 N-(2-benzyloxypyrazolo[1,5-a]pyridin-6-yl)-4-methyl-benzenesulfonamide